COC1=C(C=CC(=C1)/C=C/C(=O)O[C@H]([C@H]([C@H]([C@@H](C(=O)O)O)O)O)C(=O)O)O The molecule is o-Feruloylgalactaric acid in which the hydroxy proton replaced by the feruloyl group is the one at C-2 when the galactaric acid molecule is oriented in the D-configuration. It derives from a galactaric acid. It is a conjugate acid of a 2-(E)-O-feruloyl-D-galactarate(2-).